(2S,3R)-2-[9H-fluoren-9-yl-methoxycarbonyl(methyl)amino]-3-hydroxybutanoic acid C1=CC=CC=2C3=CC=CC=C3C(C12)COC(=O)N([C@H](C(=O)O)[C@@H](C)O)C